1-[6-(5-bromo-1-methylbenzimidazol-2-yl)-5-methylsulfonylpyridin-2-yl]-(E)-N-ethoxyethaneimine BrC1=CC2=C(N(C(=N2)C2=C(C=CC(=N2)\C(\C)=N\OCC)S(=O)(=O)C)C)C=C1